COC1=CC=C(C=C1)NC1=CC=C(C=C1)N N-[p-methoxyphenyl]-p-phenylenediamine